FC(C1=CC=C(C=C1)C=1C=C(C(N(N1)C=1C=NN(C1)C)=O)C(=O)NC(CO)C)F 6-[4-(difluoromethyl)phenyl]-N-(1-hydroxypropan-2-yl)-2-(1-methyl-1H-pyrazol-4-yl)-3-oxo-2,3-dihydropyridazine-4-carboxamide